C1=C(C=CC=2C3=CC=CC=C3C3(C12)C1=CC=CC=C1C=1C=CC=CC13)C1=CC=3C2(C4=CC(=CC=C4C3C=C1)C1=CC=3C4(C5=CC=CC=C5C3C=C1)C1=CC=CC=C1C=1C=CC=CC14)C1=CC=CC=C1C=1C=CC=CC12 2,7-bis(9,9'-spirobifluorene-2-yl)-9,9'-spirobifluorene